Br.ClC1=C(C(=CC=C1Cl)O)[C@H]1C[C@@H]2N(C(CNC2)=O)C1 (7R,8aS)-7-(2,3-dichloro-6-hydroxyphenyl)-hexahydro-1H-pyrrolo[1,2-a]pyrazin-4-one HBr salt